FC1=CC=C(C=C1)N1C(C(=C(C(=C1)C)C)C(=O)O)=O (4-fluorophenyl)-4,5-dimethyl-2-oxo-1,2-dihydropyridine-3-carboxylic acid